4-oxo-tetrahydrofuran-2,3-dicarboxylic acid dimethyl ester COC(=O)C1OCC(C1C(=O)OC)=O